3-(5,6,7,8-tetrahydro-1,8-naphthyridin-2-yl)propan-1-amine hydrochloride Cl.N1=C(C=CC=2CCCNC12)CCCN